(R)-4-(4-((1-(3-(difluoromethyl)-2-fluorophenyl)ethyl)amino)-2-methyl-8,9-dihydrofuro[2,3-H]quinazolin-6-yl)-4-hydroxytetrahydro-2H-thiopyran-1,1-dioxide FC(C=1C(=C(C=CC1)[C@@H](C)NC1=NC(=NC2=C3C(=C(C=C12)C1(CCS(CC1)(=O)=O)O)OCC3)C)F)F